OCCC(=O)O.OCCC(=O)O 3-hydroxypropionic acid (3-hydroxypropionate)